C(C)(C)(C)OC(=O)N1[C@@H](CCC1)CC=1N=C2C=CC=CC2=C2C(=CC=CC12)OC (S)-2-((10-methoxyphenanthridin-6-yl)methyl)pyrrolidine-1-carboxylic acid tert-butyl ester